C(C1=CC=CC=C1)N1CCC(CC1)CCNC(=O)C1CCN(CC1)C=1C=NC(=CC1)Cl N-[2-(1-benzylpiperidin-4-yl)ethyl]-1-(6-chloropyridin-3-yl)piperidine-4-carboxamide